benzo[b]thiophene-6-carboxamide 1,1-dioxide S1(C2=C(C=C1)C=CC(=C2)C(=O)N)(=O)=O